[1,3]oxazin-6-amine hydrochloride Cl.O1CN=CC=C1N